CN1C(=NN=C1)C[C@@H](C)C=1C=C(C=CC1)NC(=O)C=1N=CC2=CC=CC=C2C1 (R)-N-(3-(1-(4-methyl-4H-1,2,4-triazol-3-yl)propan-2-yl)phenyl)isoquinoline-3-carboxamide